2,2-bis(hydroxymethyl)quinuclidin-3-one OCC1(N2CCC(C1=O)CC2)CO